N-(3-Cyano-4-methyl-1H-indol-7-yl)-1-[(1S)-1-(fluoromethyl)-2-hydroxy-ethyl]pyrazol-4-sulfonamid C(#N)C1=CNC2=C(C=CC(=C12)C)NS(=O)(=O)C=1C=NN(C1)[C@@H](CO)CF